C(\C(\C)=C/C(=O)OC1=CC=CC=C1)(=O)OC1=CC=CC=C1 diphenyl citraconate